C(C)(C)(C)C=1C(=NC=CC1OC1=CC=C(C=C1)OC(F)(F)F)Cl tert-butyl-2-chloro-4-(4-(trifluoromethoxy)phenoxy)pyridine